1-{4-[4-({[5-(trifluoromethyl)pyridin-2-yl]methyl}carbamoyl)-1H-1,2,3-triazol-1-yl]butyl}-N-{[5-(trifluoromethyl)pyridin-3-yl]methyl}-1H-1,2,3-triazole-4-carboxamide FC(C=1C=CC(=NC1)CNC(=O)C=1N=NN(C1)CCCCN1N=NC(=C1)C(=O)NCC=1C=NC=C(C1)C(F)(F)F)(F)F